1-Chloro-4-[3-(4,6-diphenyl-1,3,5-triazin-2-yl)phenyl]isochinolin ClC1=NC=C(C2=CC=CC=C12)C1=CC(=CC=C1)C1=NC(=NC(=N1)C1=CC=CC=C1)C1=CC=CC=C1